8-Bromooct-1-yne BrCCCCCCC#C